C(C=C(C)C)=O i-pentenal